3-[5-[1-(1,3-benzothiazol-6-ylmethyl)-4-piperidyl]-1-oxo-isoindolin-2-yl]piperidine-2,6-dione S1C=NC2=C1C=C(C=C2)CN2CCC(CC2)C=2C=C1CN(C(C1=CC2)=O)C2C(NC(CC2)=O)=O